N-[4-(3-cyanophenyl)-5-(2,6-dimethyl-4-pyridinyl)thiazol-2-yl]-6-oxa-2-azaspiro[3.4]octane-2-carboxamide C(#N)C=1C=C(C=CC1)C=1N=C(SC1C1=CC(=NC(=C1)C)C)NC(=O)N1CC2(C1)COCC2